C1=CC(=CC(=C1)SSC2=CC=CC(=C2)F)F 3,3'-difluorodiphenyl disulfide